(2'S,7R)-2-[deuterio(ethoxy)methyl]-2'-methyl-1'-[[1-(2-methylsulfonylethyl)pyrazol-4-yl]methyl]spiro[4,5-dihydrothieno[2,3-c]pyran-7,4'-piperidine] [2H]C(C1=CC2=C(S1)[C@@]1(C[C@@H](N(CC1)CC=1C=NN(C1)CCS(=O)(=O)C)C)OCC2)OCC